tert-butyl 6-((8-chloro-2-methyl-1-oxo-1,2-dihydroisoquinolin-5-yl)amino)-2-azaspiro[3.3]heptane-2-carboxylate ClC=1C=CC(=C2C=CN(C(C12)=O)C)NC1CC2(CN(C2)C(=O)OC(C)(C)C)C1